hept-5-ene-2,3-dicarboxylic acid di(2-ethyl-2-propenyl) ester C(C)C(COC(=O)C(C)C(CC=CC)C(=O)OCC(=C)CC)=C